N-methyl-4-(propylimino)-2-penten-2-amine CNC(C)=CC(C)=NCCC